C(C)C1=C(C=CC2=C1C(=C(O2)C(=O)O)C)S(N(CC)C2=CC1=C(OCO1)C=C2CN(CC=2OC=CC2)C(C2=C(C=CC=C2)Cl)=O)(=O)=O Ethyl-5-(N-(6-((2-chloro-N-(furan-2-ylmethyl)benzoylamino)methyl)benzo[d][1,3]dioxolane-5-yl)-N-ethylsulfamoyl)-3-methylbenzofuran-2-carboxylic acid